7-(3-chloro-1-isopropyl-1H-indazol-5-ylmethoxy)-2H-chromene-3-carbaldehyde ClC1=NN(C2=CC=C(C=C12)COC1=CC=C2C=C(COC2=C1)C=O)C(C)C